C(C=C)C1=CN=C(C=2N1C(=NC2Br)[C@H]2C[C@@H](CCC2)NC(OCC2=CC=CC=C2)=O)Cl Benzyl N-[(1R,3R)-3-(5-allyl-1-bromo-8-chloro-imidazo[1,5-a]pyrazin-3-yl)cyclohexyl]carbamate